BrC1=NOC(=C1)[C@H](C)NC(=O)[C@H]1N(C[C@@H](C1)O)C([C@H](C(C)(C)C)N1N=NC(=C1)C1CC1)=O (2S,4r)-N-[(1S)-1-(3-bromoisoxazol-5-yl)ethyl]-1-[(2S)-2-(4-cyclopropyltriazol-1-yl)-3,3-dimethyl-butyryl]-4-hydroxy-pyrrolidine-2-carboxamide